N,N-dimethyl-taurine CN(CCS(=O)(=O)O)C